FC(N1N=CC(=C1)C1=CC(=C(C(=C1)F)C1C(C(N1C1=CC2=C(N(C=N2)COCC[Si](C)(C)C)C=C1)=O)C)F)F 4-(4-(1-(difluoromethyl)-1H-pyrazol-4-yl)-2,6-difluorophenyl)-3-methyl-1-(1-((2-(trimethyl-silyl)ethoxy)methyl)-1H-benzo[d]imidazol-5-yl)azetidin-2-one